[C@@H]1(C(O)=C(O)[C@@H](CO)O1)N1C(=O)N=C(N)C=C1 2',3'-didehydrocytidine